C(C)(C)(C)OC(CN1C(CN(CC1)C(=O)OCC1=CC=CC=C1)=O)=O benzyl 4-(2-tert-butoxy-2-oxo-ethyl)-3-oxo-piperazine-1-carboxylate